ClC1=C(C(=CC=C1)C)C1=NOC(=C1C(=O)Cl)C1(CC1)F 3-(2-chloro-6-methylphenyl)-5-(1-fluorocyclopropyl)-1,2-oxazole-4-carbonyl chloride